4-(4-cyano-2-methoxyphenyl)-5-cyclobutoxy-2,8-dimethyl-1,4-dihydro-1,6-naphthyridine-3-carboxamide C(#N)C1=CC(=C(C=C1)C1C(=C(NC2=C(C=NC(=C12)OC1CCC1)C)C)C(=O)N)OC